(E)-3-(3-Hydroxy-4-methoxyphenyl)-1-[4-[(1-methylimidazol-2-yl)methoxy]phenyl]prop-2-en-1-one OC=1C=C(C=CC1OC)/C=C/C(=O)C1=CC=C(C=C1)OCC=1N(C=CN1)C